perfluorobutyl-ethyl-triethoxysilane FC(C(F)(F)F)(O[Si](OC(C(F)(F)F)(F)F)(OC(C(F)(F)F)(F)F)C(C(F)(F)F)(F)F)C(C(C(C(F)(F)F)(F)F)(F)F)(F)F